COC1=C(C=CC=C1)C1=CC=C(C=C1)OC 2,4'-dimethoxybiphenyl